1-methyl-7-[4-(2-tetrahydropyran-4-yloxyethoxy)phenoxy]-5-(4,4,5,5-tetramethyl-1,3,2-dioxaborolan-2-yl)indazole CN1N=CC2=CC(=CC(=C12)OC1=CC=C(C=C1)OCCOC1CCOCC1)B1OC(C(O1)(C)C)(C)C